O=C1CCC(CC1)N1N=CC(=C1)C=1N=C(C=2N(C1)N=CC2C#N)C=2C=NC(=CC2)N2C[C@@H]1COC[C@H](C2)N1CC1=CNC(C=C1)=O 6-[1-(4-oxocyclohexyl)pyrazol-4-yl]-4-[6-[(1S,5R)-9-[(6-oxo-1H-pyridin-3-yl)methyl]-3-oxa-7,9-diazabicyclo[3.3.1]nonan-7-yl]-3-pyridyl]pyrazolo[1,5-a]pyrazine-3-carbonitrile